3-[4-(4-{6-Chloro-7-[(1-ethylpiperidin-4-yl)amino]-3H-imidazo[4,5-b]pyridin-2-yl}phenyl)piperazin-1-yl]propan-1-ol ClC=1C(=C2C(=NC1)NC(=N2)C2=CC=C(C=C2)N2CCN(CC2)CCCO)NC2CCN(CC2)CC